COC=1C=C(C=CC1)NC1=NC2=C(C=3N1C(=NN3)C(=O)O)C=NC=C2 5-((3-methoxyphenyl)amino)pyrido[3,4-e][1,2,4]triazolo[4,3-c]pyrimidine-3-carboxylic acid